O1CC(=CC2=CC=CC=C12)C(N)=S 2H-chromene-3-thioamide